C(C)(C)N1C[C@@H](C[C@H]1C(=O)OC)N(C(=O)OC1=CC=C(C=C1)[N+](=O)[O-])C[C@H]1N(CCN(C1)C(=O)OC(C)(C)C)C(=O)OC(C)(C)C (S)-di-tert-butyl 2-((((3R,5S)-1-isopropyl-5-(methoxycarbonyl)pyrrolidin-3-yl) ((4-nitrophenoxy)carbonyl)amino)methyl)piperazine-1,4-dicarboxylate